3,4-difluoro-phenylalanine FC=1C=C(C[C@H](N)C(=O)O)C=CC1F